4-[2-((1R)-{[(4-chlorophenyl)sulfonyl]-2,5-difluoroanilino}ethyl)-5-fluorophenyl]butanoic acid ClC1=CC=C(C=C1)S(=O)(=O)N(C1=C(C=CC(=C1)F)F)CCC1=C(C=C(C=C1)F)CCCC(=O)O